3-(5-methoxypyrimidin-2-yl)-1,2,4-oxadiazol-5(4H)-one COC=1C=NC(=NC1)C1=NOC(N1)=O